ClC1=C(C=CC(=C1)OCC(CCCCCCCCCC)CCCCCCCC)C=C1C2=CC(=CC=C2C=2C=CC(=CC12)Br)Br 9-(2-chloro-4-(2-octyldodecyloxy)phenylmethylene)-2,7-dibromofluorene